OC1=C(C(=CC(=C1)C(F)(F)F)C)C=1C=CC=2C(N1)=NN(C2)[C@H]2[C@@H](COC2)O (3S,4R)-4-[6-[2-hydroxy-6-methyl-4-(trifluoro-methyl)phenyl]pyrazolo[3,4-b]pyridin-2-yl]tetra-hydrofuran-3-ol